2-(4-trifluoromethylphenyl)ethane-1-amine FC(C1=CC=C(C=C1)CCN)(F)F